(S)-7-(4-(2-methoxyphenyl)piperidin-1-yl)-2-(1,3,4-thiadiazol-2-yl)-5-oxa-2-azaspiro[3.4]octane COC1=C(C=CC=C1)C1CCN(CC1)[C@@H]1COC2(CN(C2)C=2SC=NN2)C1